tert-butyl 1-(2-(benzyloxy) ethyl)-3-(3-(5-(pentan-3-ylcarbamoyl) oxazol-2-yl) phenyl)-1H-pyrazole-5-carboxylate C(C1=CC=CC=C1)OCCN1N=C(C=C1C(=O)OC(C)(C)C)C1=CC(=CC=C1)C=1OC(=CN1)C(NC(CC)CC)=O